FC(C=1C=C(C=CC1)CN[C@H]1CN(CC1)C(C=C)=O)(F)F 1-[(3R)-3-[[3-(Trifluoromethyl)phenyl]methylamino]pyrrolidin-1-yl]prop-2-en-1-one